5-hydroxyindole-2-carboxylic acid OC=1C=C2C=C(NC2=CC1)C(=O)O